C(C)(C)C=1C=NN2C1N=C(N=C2NCC2=CC=C(C=C2)C=2N(C=CN2)C)NC2CCOCC2 8-isopropyl-N4-(4-(1-methyl-1H-imidazol-2-yl)benzyl)-N2-(tetrahydro-2H-pyran-4-yl)pyrazolo[1,5-a][1,3,5]triazine-2,4-diamine